FC[C@H]1N(CCC1)C=1N=NC(=C(N1)C)C1=C(C=C(C=C1)C(F)(F)F)O (S)-2-(3-(2-(fluoromethyl)pyrrolidin-1-yl)-5-methyl-1,2,4-triazin-6-yl)-5-(trifluoromethyl)phenol